C1(=C(C(=CC(=C1)C)C)C(C(=O)OCC(C(COC(C1=CC=CC=C1)=O)CC)CC)=O)C 2,3-diethyl-1,4-butanediol benzoate mesitylglyoxylate